ClC1=C(C=CC(=C1)Cl)[C@H]1C(=C(NC(=N1)C=1SC=CN1)CN1C[C@@H]2N(CC1)C(N(C2)C2=CC=C(C=C2)CCC(=O)O)=O)C(=O)OC 3-(4-((S)-7-(((R)-6-(2,4-dichlorophenyl)-5-(methoxycarbonyl)-2-(thiazol-2-yl)-3,6-dihydropyrimidin-4-yl)methyl)-3-oxohexahydroimidazo[1,5-a]pyrazin-2(3H)-yl)phenyl)propionic Acid